laurylalanine potassium salt [K+].C(CCCCCCCCCCC)N[C@@H](C)C(=O)[O-]